2-(4-methoxyphenyl)indene COC1=CC=C(C=C1)C=1CC2=CC=CC=C2C1